6-(3-(3-chlorophenyl)propionyl)-2-(1-phenylcyclopropyl)-5,6,7,8-tetrahydropyrido[4,3-d]pyrimidin-4(3H)-one ClC=1C=C(C=CC1)CCC(=O)N1CC2=C(N=C(NC2=O)C2(CC2)C2=CC=CC=C2)CC1